C1(CCC(CC)O1)=O hexano-1,4-lactone